2-(4-chloro-3-fluorophenyl)-N-{4-[2-(3,4-dichlorophenoxy)acetamido]-bicyclo[2.1.1]hex-1-yl}-1,3-oxazole-5-carboxamide ClC1=C(C=C(C=C1)C=1OC(=CN1)C(=O)NC12CCC(C1)(C2)NC(COC2=CC(=C(C=C2)Cl)Cl)=O)F